tert-butyl N-[(3R)-5-[(4-chlorophenyl)methyl]-7-[5-(3-fluoro-1-methyl-3-piperidyl)-1,3,4-oxadiazol-2-yl]-1,1,4-trioxo-2,3-dihydro-1λ6,5-benzothiazepin-3-yl]carbamate ClC1=CC=C(C=C1)CN1C([C@H](CS(C2=C1C=C(C=C2)C=2OC(=NN2)C2(CN(CCC2)C)F)(=O)=O)NC(OC(C)(C)C)=O)=O